Trans-2-phenylcyclopropylamine HCl Cl.C1(=CC=CC=C1)[C@H]1[C@@H](C1)N